C1(CC1)C1=CC=C(C2=CC=CC=C12)NC1=C(C=NC=C1)N N4-(4-cyclopropyl-naphthalene-1-yl)pyridine-3,4-diamine